(2'S)-2,2'-dimethyl-spiro[4,5-dihydrothieno[2,3-C]pyran-7,4'-piperidine] CC1=CC2=C(S1)C1(C[C@@H](NCC1)C)OCC2